2-(3-chloro-4-(9-((5-cyanopyridin-3-yl)methyl)-6-(1-methylcyclopropoxy)-9H-purin-8-yl)phenyl)acetamide ClC=1C=C(C=CC1C=1N(C2=NC=NC(=C2N1)OC1(CC1)C)CC=1C=NC=C(C1)C#N)CC(=O)N